(3-chloro-6-(difluoromethyl)-2-fluorophenyl)-3-(difluoromethyl)pyrazine-2-carboxylic acid tert-butyl ester C(C)(C)(C)OC(=O)C1=NC=C(N=C1C(F)F)C1=C(C(=CC=C1C(F)F)Cl)F